2,2,2-trifluoroethyl 2-oxo-2-[rac-(2R,5S)-2-[4-[2-(dimethylamino)ethyl]phenyl]-5-methyl-1-piperidyl]acetate O=C(C(=O)OCC(F)(F)F)N1[C@H](CC[C@@H](C1)C)C1=CC=C(C=C1)CCN(C)C |r|